ClC1=CC=CC(=N1)CO 6-Chloro-2-hydroxymethylpyridine